CCC(CCCCC)C(=O)[O-] octane-3-carboxylate